C(CC)C(C1=CC(=C(C=C1)OC)[N+](=O)[O-])ONC(=O)OC(C)(C)C (N-Boc-amino) propyl-(4-methoxy-3-nitrobenzyl) ether